2-chloro-5-((4-fluoro-2-meth-ylphenyl)-amino)isonicotinic acid ClC=1C=C(C(=O)O)C(=CN1)NC1=C(C=C(C=C1)F)C